(R,S)-3-(3-(2-Bromothiazol-4-yl)phenyl)-3-hydroxyl-methylpyrrolidin-2-one BrC=1SC=C(N1)C=1C=C(C=CC1)[C@]1(C(N(CC1)C)=O)O